FC1=C(C=CC(=C1)C(=O)O)C1=C(C=CC=C1)OC 2-fluoro-2'-methoxy-[1,1'-biphenyl]-4-carboxylic acid